3-(3-(4-(phenylamino)benzyl)isoxazol-5-yl)pyridin-2-amine C1(=CC=CC=C1)NC1=CC=C(CC2=NOC(=C2)C=2C(=NC=CC2)N)C=C1